ClC=1N=C(NC1[C@H]1[C@H](CN(CC1)S(=O)(=O)C=CC(=O)NCC1COC1)C)C1=NC=C(C=C1)F 3-[[(3R,4R)-4-[4-Chloro-2-(5-fluoro-2-pyridyl)-1H-imidazol-5-yl]-3-methyl-1-piperidyl]sulfonyl]-N-(oxetan-3-ylmethyl)propenamide